CN1C(N(C2=C1C(=CC=C2)C2CCN(CC2)CC2CCNCC2)C2C(NC(CC2)=O)=O)=O 3-[3-Methyl-2-oxo-4-[1-(4-piperidylmethyl)-4-piperidyl]benzimidazol-1-yl]piperidine-2,6-dione